(E)-indole-2-carboxylic acid (7-hept-2-enoyl tert-butyldimethylsilyl) ester CC=CCCCC(=O)C[Si](C)(C(C)(C)C)OC(=O)C=1NC2=CC=CC=C2C1